C(CCCCCCCCCCCCCCCCCCCCCCC)[NH+](C)C tetracosanyl-dimethyl-ammonium